1-benzyl-4-(2-cyclopropylpropane-2-yl)piperazine tert-butyl-(tert-butoxycarbonyl)(6-fluoro-8-(hydroxymethyl)isoquinolin-3-yl)carbamate C(C)(C)(C)C1=NC(=CC2=CC(=CC(=C12)CO)F)N(C(O)=O)C(=O)OC(C)(C)C.C(C1=CC=CC=C1)N1CCN(CC1)C(C)(C)C1CC1